Trans-N-{[5-chloro-6-(5-methoxy-2-pyrazinyl)-2-indolyl]methyl}(1S,2S)-2-cyanocyclopropanecarboxamide ClC=1C=C2C=C(NC2=CC1C1=NC=C(N=C1)OC)CNC(=O)[C@@H]1[C@H](C1)C#N